Cl.BrC1=C(C=C(C=C1)C=1C=NC(=NC1)C(F)(F)F)CN (2-bromo-5-(2-(trifluoromethyl)pyrimidin-5-yl)phenyl)methanamine hydrochloride